(2S)-2-(Tetrahydropyran-2-yloxymethyl)morpholine O1C(CCCC1)OC[C@@H]1CNCCO1